1-(1-((1-methyl-1H-1,2,4-triazol-3-yl)methoxy)isoquinolin-4-yl)ethan-1-one CN1N=C(N=C1)COC1=NC=C(C2=CC=CC=C12)C(C)=O